(R)-2-(4-methyltetrahydro-2H-pyran-4-carboxamido)-9-(5,6,7,8-tetrahydro-1,8-naphthyridin-2-yl)nonanoic acid CC1(CCOCC1)C(=O)N[C@@H](C(=O)O)CCCCCCCC1=NC=2NCCCC2C=C1